N-(5-(3,5-Difluorobenzyl)-1H-indazol-3-yl)-4-(4-(7-((2-(2,6-dioxopiperidin-3-yl)-1,3-dioxoisoindolin-5-yl)amino)heptanoyl)piperazin-1-yl)-2-((tetrahydro-2H-pyran-4-yl)amino)benzamide FC=1C=C(CC=2C=C3C(=NNC3=CC2)NC(C2=C(C=C(C=C2)N2CCN(CC2)C(CCCCCCNC=2C=C3C(N(C(C3=CC2)=O)C2C(NC(CC2)=O)=O)=O)=O)NC2CCOCC2)=O)C=C(C1)F